ClC1=CC=NC(=C1C(=O)NCC=1C=NC(=CC1)OC)OCC1CC1 4-chloro-2-(cyclopropylmethoxy)-N-((6-methoxypyridin-3-yl)methyl)nicotinamide